[5-[3-chloro-6-fluoro-2-[2-[4-(1,2,4-triazol-1-yl)phenyl]ethyl]phenyl]-1,3-dimethyl-6-oxo-pyridazin-4-yl] 2-methylpropanoate CC(C(=O)OC=1C(=NN(C(C1C1=C(C(=CC=C1F)Cl)CCC1=CC=C(C=C1)N1N=CN=C1)=O)C)C)C